ClC1=CC(=NC(=C1)C=1NN=CC1)N1CCOCC1 4-[4-chloro-6-(2H-pyrazol-3-yl)pyridin-2-yl]morpholine